2-aminooctadecane-1,3-diol NC(CO)C(CCCCCCCCCCCCCCC)O